N-[(3-bromo-2,5-dimethoxy-bicyclo[4.2.0]oct-1,3,5-trien-7-yl)methyl]-1-(2-methoxyphenyl)methylamine BrC=1C(=C2CC(C2=C(C1)OC)CNCC1=C(C=CC=C1)OC)OC